ClC1=NC=C(C=C1)N1C(=NN=C1C)C 2-chloro-5-(3,5-dimethyl-4H-1,2,4-triazol-4-yl)pyridine